CCCC/C=C/C(=O)[O-] The molecule is a monounsaturated fatty acid anion resulting from the deprotonation of the carboxy group of (E)-hept-2-enoic acid. The major species at pH 7.3. It is a conjugate base of an (E)-hept-2-enoic acid.